C1(=CC=CC=C1)N(C(O)=O)C1=CC=C(C=C1)C1=NN(C(=C1)NC(C1=CC=CC=C1)=O)C.COCCOC(OCCOC)=O.NC1=CC=C(C(=O)NC=2C=C(C=CC2O)C(C)(C)C2=CC(=C(C=C2)O)NC(C2=CC=C(C=C2)N)=O)C=C1 2,2-bis(3-(4-aminobenzoylamino)-4-hydroxyphenyl)propane bis(2-methoxyethyl)carbonate phenyl-(4-(5-benzamido-1-methyl-1H-pyrazol-3-yl)phenyl)carbamate